4-fluoro-N-(N-isopropyl-N-methylsulfamoyl)-2-methoxy-5-(3-methyl-2,6-dioxo-4-(trifluoromethyl)-3,6-dihydropyrimidin-1(2H)-yl)benzamide FC1=CC(=C(C(=O)NS(N(C)C(C)C)(=O)=O)C=C1N1C(N(C(=CC1=O)C(F)(F)F)C)=O)OC